C1(=CC=CC=C1)C1(C=CC2=C(O1)C=1C=C(C(=CC1C1=C2C(C2=CC=CC=C21)(C)C)N2CCOCC2)OC)C2=C(C=C(C=C2)CCC(=O)O)OCCC(=O)O 3-phenyl-3-(4-(2-hydroxycarbonylethyl)carboxyethoxy-phenyl)-6-methoxy-7-morpholino-13,13-dimethyl-3H,13H-indeno[2',3':3,4]-naphtho[1,2-b]pyran